3-cyclohexen-1-yl-carboxylic acid C1(CC=CCC1)C(=O)O